C1(CC1)CN1C(=NN=C1)C1=CC=CC(=N1)NC(C1=C(C=C(C(=C1)N1C=NC=C1CO)F)F)=O N-(6-(4-(cyclopropylmethyl)-4H-1,2,4-triazol-3-yl)pyridin-2-yl)-2,4-difluoro-5-(5-(hydroxymethyl)-1H-imidazol-1-yl)-benzamide